4-((4-bromophenyl)sulfonyl)-5-methyl-5-phenylfuran BrC1=CC=C(C=C1)S(=O)(=O)C1=CCOC1(C1=CC=CC=C1)C